5-[7-[[(2R)-1,4-dioxan-2-yl]methoxy]imidazo[1,2-a]pyridin-3-yl]-3-methoxy-N-(2,2,2-trifluoroethyl)pyridine-2-carboxamide O1[C@H](COCC1)COC1=CC=2N(C=C1)C(=CN2)C=2C=C(C(=NC2)C(=O)NCC(F)(F)F)OC